CN(C1=CC=C(C=C1)C1(CN(C1)C=1N=C(C2=C(N1)CC[S@]2=O)NC2(CCC2)CO)OC)C |r| (R/S)-2-(3-(4-(dimethylamino)phenyl)-3-methoxyazetidin-1-yl)-4-((1-(hydroxymethyl)cyclobutyl)amino)-6,7-dihydrothieno[3,2-d]pyrimidine 5-oxide